OC(=O)C(F)(F)F.COC[C@@H]1C[C@H](CN1)NC(=O)C=1OC(=NN1)C1=CC(=CC=C1)C(F)(F)F N-((3R,5S)-5-(methoxymethyl)pyrrolidin-3-yl)-5-(3-(trifluoromethyl)phenyl)-1,3,4-oxadiazole-2-carboxamide TFA salt